4-chloro-2-hydrazineylpyridine ClC1=CC(=NC=C1)NN